(S)-ethyl 2-(2-((6-(1-aminoisoquinolin-7-yl)-2,3-dihydro-1H-inden-1-yl)oxy)phenyl)acetate NC1=NC=CC2=CC=C(C=C12)C1=CC=C2CC[C@@H](C2=C1)OC1=C(C=CC=C1)CC(=O)OCC